2-acetyl-8-((1s,4s)-4-methylcyclohexyl)-5-(4-(trifluoromethyl)benzyl)-2,5,8-triazaspiro[3.5]nonane-6,9-dione C(C)(=O)N1CC2(C1)N(C(CN(C2=O)C2CCC(CC2)C)=O)CC2=CC=C(C=C2)C(F)(F)F